4-chlorophenylboronic acid ClC1=CC=C(C=C1)B(O)O